(1-(7-Isopropoxyquinolin-5-yl)cyclopropyl)-2-methyl-5-((1-methylazetidin-2-yl)methoxy)benzamide C(C)(C)OC1=CC(=C2C=CC=NC2=C1)C1(CC1)C=1C(=C(C(=O)N)C=C(C1)OCC1N(CC1)C)C